ethyl 5-((tert-butyldimethylsilyl)oxy)-2-methylbenzofuran-3-carboxylate [Si](C)(C)(C(C)(C)C)OC=1C=CC2=C(C(=C(O2)C)C(=O)OCC)C1